C12(CC3CC(CC(C1)C3)C2)N2CCN(CC2)CCCCCC#CC=2C=CC=3N(C2)C(=CN3)N3C(NC(CC3)=O)=O 1-(6-(7-(4-(adamantan-1-yl)piperazin-1-yl)hept-1-yn-1-yl)imidazo[1,2-a]pyridin-3-yl)dihydropyrimidine-2,4(1H,3H)-dione